OC(CC=1C=C(C=C(C1)N1N=C2C(=N1)C=CC=C2)CCC(C)C)C(C)C 2-(2'-hydroxy-3,5-diisopentylphenyl)benzotriazole